(R)-(1-(2-(trifluoromethoxy)ethyl)piperidin-3-yl)carbamic acid tert-butyl ester C(C)(C)(C)OC(N[C@H]1CN(CCC1)CCOC(F)(F)F)=O